C(CCC)OC(=O)N1CC2=NC(=CC=C2C1)N(C)CC1=CC=C(C=C1)OC butyl-2-[(4-methoxyphenyl) methyl-methyl-amino]-5,7-dihydropyrrolo[3,4-b]pyridine-6-carboxylate